N-[1-[(1-cyano-6-formyl-6,7-dihydro-5H-cyclopenta[c]pyridin-3-yl)oxymethyl]cyclopropyl]carbamic acid tert-butyl ester C(C)(C)(C)OC(NC1(CC1)COC1=CC2=C(C(=N1)C#N)CC(C2)C=O)=O